NC1=NC2=CC=C(C=C2C(=N1)NCCC1=CC2=CC=C(C=C2C=C1)C(=O)N1CCN(CC1)C)C#N 2-amino-4-((2-(6-(4-methylpiperazin-1-carbonyl)naphth-2-yl)ethyl)amino)quinazolin-6-carbonitrile